3-(4-fluoro-2-hydroxy-3-methylphenyl)-4,5-dimethyl-5-(trifluoromethyl)tetrahydrofuran-2-carboxylic acid methyl ester COC(=O)C1OC(C(C1C1=C(C(=C(C=C1)F)C)O)C)(C(F)(F)F)C